C1(CC1)C1=CC(=NN1)NC1=NC(=NC=C1)N1CC(C1)C1CN(C1)C(=O)OC(C)(C)C tert-Butyl 3-[1-[4-[(5-Cyclopropyl-1H-pyrazol-3-yl)amino]pyrimidin-2-yl]azetidin-3-yl]azetidine-1-carboxylate